C1(CC1)N1N=C(C(C(=C1)C(=O)N)=O)C1=CC=C(C=C1)F 2-cyclopropyl-6-(4-fluorophenyl)-5-oxo-2,5-dihydropyridazine-4-carboxamide